(2S)-N-[2-(2-chlorophenyl)-3-(4-chlorophenyl)-5,6,7,8-tetrahydrooxepino[3,2-c]pyrazol-8-yl]pyrrolidine-2-carboxamide ClC1=C(C=CC=C1)N1N=C2C(=C1C1=CC=C(C=C1)Cl)OCCCC2NC(=O)[C@H]2NCCC2